O1COC2=C1C=CC(=C2)CN[C@H]2[C@@H](C2)C2=CC=CC=C2 (trans)-N-(benzo[d][1,3]dioxol-5-ylmethyl)-2-phenylcyclopropanamine